phenyldicyclopentadienyl-titanium C1(=CC=CC=C1)[Ti](C1C=CC=C1)C1C=CC=C1